N-(tert-Butyl)-6-(1-(3-chloropyridin-2-yl)-3-((1-methyl-3-(trifluoromethyl)-1H-pyrazol-5-yl)oxy)-1H-pyrazol-5-carboxamido)-5-methylpyrazolo[1,5-a]pyridin-7-carboxamid C(C)(C)(C)NC(=O)C1=C(C(=CC=2N1N=CC2)C)NC(=O)C2=CC(=NN2C2=NC=CC=C2Cl)OC2=CC(=NN2C)C(F)(F)F